hexyloctadecyloxy phosphate P(=O)(OOC(CCCCCCCCCCCCCCCCC)CCCCCC)([O-])[O-]